4-((2,4-dimethyl-7-phenyl-1H-imidazo[4,5-c]pyridin-1-yl)methyl)benzenesulfonamide 2,3-dihydroxypentanoate OC(C(=O)O)C(CC)O.CC=1N(C2=C(C(=NC=C2C2=CC=CC=C2)C)N1)CC1=CC=C(C=C1)S(=O)(=O)N